NCCNC1=NC(=CC(=N1)C(=O)NC1=CC=C(C=C1)CN1CCCC1)C 2-((2-aminoethyl)amino)-6-methyl-N-(4-(pyrrolidin-1-ylmethyl)phenyl)pyrimidine-4-carboxamide